butyl-N,N-dibutylamine C(CCC)N(CCCC)CCCC